ClC1=CC(=C(C(=C1)F)COC1=NC=2CN(CCC2C=C1C#N)C(=O)OC(C)(C)C)F tert-butyl 2-((4-chloro-2,6-difluorophenyl)methoxy)-3-cyano-6,8-dihydro-5H-1,7-naphthyridine-7-carboxylate